2-(2-hydroxy-3,5-di-t-butylphenyl)-5-chlorobenzotriazole OC1=C(C=C(C=C1C(C)(C)C)C(C)(C)C)N1N=C2C(=N1)C=CC(=C2)Cl